(2S,4r)-1-((S)-2-(1-fluorocyclopropane-1-carboxamido)-3,3-dimethylbutyryl)-4-hydroxypyrrolidine-2-carboxamide FC1(CC1)C(=O)N[C@H](C(=O)N1[C@@H](C[C@H](C1)O)C(=O)N)C(C)(C)C